BrC=1C=CC2=C(N=C(S2)CC2CCN(CC2)C(=O)OC(C)(C)C)C1 tert-Butyl 4-[(5-bromo-1,3-benzothiazol-2-yl)methyl]piperidine-1-carboxylate